FC=1C=C2C(C=C(N(C2=CC1NC(OC(C)(C)C)=O)C)C)=C=O tert-butyl (6-fluoro-1,2-dimethyl-4-carbonyl-1,4-dihydroquinolin-7-yl)carbamate